N-(6-amino-5-cyclopropyl-3-pyridyl)-2-[(2R,5S)-2-(1,2-Benzothiazol-5-yl)-5-methyl-1-piperidyl]-2-oxo-acetamide NC1=C(C=C(C=N1)NC(C(=O)N1[C@H](CC[C@@H](C1)C)C=1C=CC2=C(C=NS2)C1)=O)C1CC1